The molecule is a tripeptide composed of L-phenylalanine, L-aspartic acid, and L-cysteine joined by peptide linkages. It has a role as a metabolite. It derives from a L-phenylalanine, a L-aspartic acid and a L-cysteine. C1=CC=C(C=C1)C[C@@H](C(=O)N[C@@H](CC(=O)O)C(=O)N[C@@H](CS)C(=O)O)N